3-aminophenoxydodecane NC=1C=C(OCCCCCCCCCCCC)C=CC1